2'-(5-fluoro-2-(((3R,4S)-3-methyl-1-(methylsulfonyl)piperidin-4-yl)amino)pyrimidin-4-yl)-5'-methyl-5',6'-dihydro-4'H-spiro[cyclopropane-1,7'-thieno[3,2-c]pyridin]-4'-one FC=1C(=NC(=NC1)N[C@@H]1[C@@H](CN(CC1)S(=O)(=O)C)C)C1=CC=2C(N(CC3(C2S1)CC3)C)=O